DL-2,4-dihydroxy-3,3-dimethylbutanoyl-phosphate O[C@@H](C(=O)OP(=O)([O-])[O-])C(CO)(C)C |r|